N[C@@H](C)C(=O)OC[C@@]1(N2[C@@H](C[C@@H](C1=O)CC2)C)COC ((1R,2S,4S,6R)-2-(methoxymethyl)-6-methyl-3-oxoquinuclidin-2-yl)methyl L-alaninate